[Ca+2].O=N[C@@H](CC(C)C)C(=O)[O-].O=N[C@@H](CC(C)C)C(=O)[O-] ketoleucine calcium salt